FC(OC1=C(C(=C(C=C1)C1=CN=C2N1C=CN=C2NC2=CC(=C(C(=O)NCCC(=O)N1CCN(CC1)CC1CN(C1)C(=O)OC(C)(C)C)C=C2)CC)F)F)F tert-Butyl 3-[[4-[3-[[4-[[3-[4-(difluoromethoxy)-2,3-difluoro-phenyl]imidazo[1,2-a]pyrazin-8-yl]amino]-2-ethyl-benzoyl]amino]propanoyl]piperazin-1-yl]methyl]azetidine-1-carboxylate